(S)-(3-((tert-butoxycarbonyl)amino)-4-((4-fluorobenzyl)amino)-4-oxobutyl)dimethylsulfonium iodide [I-].C(C)(C)(C)OC(=O)N[C@@H](CC[S+](C)C)C(=O)NCC1=CC=C(C=C1)F